4,6-dibenzoyl-resorcinol C(C1=CC=CC=C1)(=O)C1=C(C=C(O)C(=C1)C(C1=CC=CC=C1)=O)O